tert-Butyl (1R,5S)-3-((S or R)-6-chloro-2-(4-(dimethylamino) butoxy)-8-fluoro-7-(3-hydroxynaphthalen-1-yl)quinazolin-4-yl)-3,8-diazabicyclo[3.2.1]octane-8-carboxylate ClC=1C=C2C(=NC(=NC2=C(C1C1=CC(=CC2=CC=CC=C12)O)F)OCCCCN(C)C)N1C[C@H]2CC[C@@H](C1)N2C(=O)OC(C)(C)C